(1'S,5'S)-8'-hydroxy-5,5,5'-trimethyl-7',9'-dioxo-N-(2,4,6-trifluorobenzyl)-4,5,7',9'-tetrahydro-2H,5'H-spiro[furan-3,2'-[1,6]methanopyrido[1,2-b][1,2,5]triazonine]-10'-carboxamide OC=1C(C(=CN2N3C4(C=C[C@@H](N(C(C21)=O)C3)C)COC(C4)(C)C)C(=O)NCC4=C(C=C(C=C4F)F)F)=O